C(C)OC(CS(=O)(=O)CC(CCCC(C(=O)NNC)(C)C=1C=C(C=CC1)CCC(=O)OCC)(C)C)=O ethyl 3-(3-(7-((2-ethoxy-2-oxoethyl)sulfonyl)-2,6,6-trimethyl-1-(2-methylhydrazineyl)-1-oxoheptan-2-yl)phenyl)-propanoate